2-(3-chlorophenyl)benzothiazole ClC=1C=C(C=CC1)C=1SC2=C(N1)C=CC=C2